2-{6-[(3S)-3-(cyclobutylamino)pyrrolidin-1-yl]pyridazin-3-yl}-5-(6-cyclopropylpyridazin-4-yl)phenol C1(CCC1)N[C@@H]1CN(CC1)C1=CC=C(N=N1)C1=C(C=C(C=C1)C1=CN=NC(=C1)C1CC1)O